4-chloro-6-((6-cyclopropylimidazo[1,2-a]pyridin-2-yl)methoxy)pyrimidine-2-carboxylic acid ClC1=NC(=NC(=C1)OCC=1N=C2N(C=C(C=C2)C2CC2)C1)C(=O)O